(3R,4R)-4-Fluoro-1-(5-fluoro-1-((5-fluoro-2-pyrimidinyl)methyl)-1H-benzimidazol-2-yl)-3-piperidinamin F[C@H]1[C@@H](CN(CC1)C1=NC2=C(N1CC1=NC=C(C=N1)F)C=CC(=C2)F)N